CC1=CC=CC(=N1)C1=NN(C=C1C1=CC=NC2=CC=CC=C12)C(NC1=CC=CC=C1)=S 3-(6-methyl-2-pyridyl)-N-phenyl-4-(4-quinolyl)-1H-pyrazole-1-thiocarboxamide